C(C)(C)(C)OC(=O)N[C@@H](CO)C(=O)N1C[C@@]2(NCC[C@@]2(C1)CCCB1OC(C(O1)(C)C)(C)C)C(=O)OC methyl (3aR,6aR)-5-((tert-butoxycarbonyl)-L-seryl)-3a-(3-(4,4,5,5-tetramethyl-1,3,2-dioxaborolan-2-yl)propyl)hexahydropyrrolo[3,4-b]pyrrole-6a(1H)-carboxylate